C(CCCCCCC)OC(CCCCCCCN(CCCCCCCC(=O)OCCCCCCCCC)CCO)OCCCCCCCC nonyl 8-((8,8-bis(octyloxy)octyl)(2-hydroxy ethyl)amino)octanoate